C(C1=CC=CC=C1)OC1=C(CO)C=C(C=C1)OC 2-(benzyloxy)-5-methoxybenzyl alcohol